OC(C(=O)O)CC\C=C/C\C=C/C\C=C/C\C=C/CCCCC alpha-hydroxyarachidonic acid